N1(CCC1)C1=C(C=CC=N1)Cl 6-(Azetidin-1-yl)-5-chloropyridin